1-(cyclobutyl-methyl)-8-(3-fluorophenyl)-8-methylamino-3-[2-(trifluoromethyl)-pyrimidin-5-yl]-1,3-diazaspiro[4.5]decan-2-one C1(CCC1)CN1C(N(CC12CCC(CC2)(NC)C2=CC(=CC=C2)F)C=2C=NC(=NC2)C(F)(F)F)=O